C1(=CC=CC=C1)C(C1=CC=CC=C1)N1CCC1 1-(phenylbenzyl)azetidine